N-[1-(cyclobutylmethyl)-1H-pyrazol-4-yl]-6-(6,7-dihydro-4H-pyrazolo[5,1-c][1,4]oxazin-3-yl)pyridine-2-carboxamide C1(CCC1)CN1N=CC(=C1)NC(=O)C1=NC(=CC=C1)C=1C=NN2C1COCC2